Trans-2-(5-{7-Cyclopropyl-5-[(1R)-1-methyl-1,2,3,4-tetrahydroisoquinoline-2-carbonyl]pyrazolo[1,5-a]pyrimidin-2-yl}-4-fluoropyridin-2-yl)-N-methanesulfonylcyclopropane-1-carboxamide C1(CC1)C1=CC(=NC=2N1N=C(C2)C=2C(=CC(=NC2)[C@H]2[C@@H](C2)C(=O)NS(=O)(=O)C)F)C(=O)N2[C@@H](C1=CC=CC=C1CC2)C